FC1=CC(=C2C=CNC2=C1)C=1N=C(C2=C(N1)N(C=C2)S(=O)(=O)C)N2[C@@H](COCC2)C (R)-4-(2-(6-fluoro-1H-indol-4-yl)-7-(methylsulfonyl)-7H-pyrrolo[2,3-d]pyrimidine-4-yl)-3-methylmorpholine